C1(CC1)C=1C=NC(=NC1)C1CN(C1)[C@@H]1[C@H](CCCC1)OC=1C=C2CN(C(C2=CC1)=O)C1C(NC(CC1)=O)=O 3-(5-(((1S,2S)-2-(3-(5-cyclopropylpyrimidin-2-yl)azetidin-1-yl)cyclohexyl)oxy)-1-oxoisoindolin-2-yl)piperidine-2,6-dione